6-(2-((2-fluoro-2-methylpropyl)amino)-7H-pyrrolo[2,3-d]pyrimidin-5-yl)-4,4-dimethyl-3,4-dihydroisoquinolin-1(2H)-one FC(CNC=1N=CC2=C(N1)NC=C2C=2C=C1C(CNC(C1=CC2)=O)(C)C)(C)C